[C@H]12CN(C[C@H](CC1)N2)C=2C1=C(N=C(N2)OCC23CCCN3CCC2)C(=C(N=C1)C1=CC=CC2=CC=CC(=C12)C#C)F 4-((1R,5S)-3,8-diazabicyclo[3.2.1]octan-3-yl)-7-(8-ethynylnaphthalen-1-yl)-8-fluoro-2-((tetrahydro-1H-pyrrolizin-7a(5H)-yl)methoxy)pyrido[4,3-d]pyrimidine